1-(4-((3-CHLORO-1H-PYRROLO[2,3-B]PYRIDIN-4-YL)OXY)-2-FLUOROPHENYL)-3-(4-((1-METHYLPIPERIDIN-4-YLIDENE)METHYL)-3-(TRIFLUOROMETHYL)PHENYL)UREA ClC1=CNC2=NC=CC(=C21)OC2=CC(=C(C=C2)NC(=O)NC2=CC(=C(C=C2)C=C2CCN(CC2)C)C(F)(F)F)F